C(C)OC(=O)C1(CC(=NO1)C1=C(C=CC=C1)Br)C(=O)OCC 3-(2-bromophenyl)isoxazole-5,5(4H)-dicarboxylic acid diethyl ester